C(C)(C)(C)OC(=O)N1OCCC1C=1C=NC=C(C1)Br 3-(5-bromo-3-pyridinyl)isoxazolidine-2-carboxylic acid tert-butyl ester